4-(Ethyl-methyl-amino)-4-phenyl-cyclohexan-1-one C(C)N(C1(CCC(CC1)=O)C1=CC=CC=C1)C